5-chloro-8-methyl-3-(3-methylpyridin-2-yl)-9,10-dihydro-3H-7-oxa-1,3,6,10-tetraazacyclohepta[de]naphthalen-2(8H)-one ClC1=CC=2N(C(N=C3C2C(=N1)OC(CN3)C)=O)C3=NC=CC=C3C